C(C)(C)(C)OC(=O)C1(CC1)N1C(NC2=C(C1=O)C(=C(S2)C=2OC=CN2)C)=O 1-(5-methyl-6-(oxazol-2-yl)-2,4-dioxo-1,4-dihydrothieno[2,3-d]Pyrimidin-3(2H)-yl)cyclopropane-1-carboxylic acid tert-butyl ester